(Pentamethyl-cyclopentadienyl)zirconium trichloride [Cl-].[Cl-].[Cl-].CC1=C(C(=C(C1(C)[Zr+3])C)C)C